(S)-4-methyl-N-(4-(1-((4-methyl-4H-1,2,4-triazol-3-yl)thio)ethyl)pyridin-2-yl)-6-(trifluoromethyl)picolinamide CC1=CC(=NC(=C1)C(F)(F)F)C(=O)NC1=NC=CC(=C1)[C@H](C)SC1=NN=CN1C